C(C)(=O)C=1C=C(C=CC1)NC(CC1=CC=C(OC(C(=O)O)(C)C)C=C1)=O 2-(4-(2-((3-Acetylphenyl)amino)-2-oxoethyl)phenoxy)-2-methylpropanoic acid